C1(=CC=CC=C1)C1C2C=CC(C1)C2 5-phenylbicyclo[2.2.1]Hept-2-ene